zirconium trimethoxyethoxide COC(C[O-])(OC)OC.[Zr+4].COC(C[O-])(OC)OC.COC(C[O-])(OC)OC.COC(C[O-])(OC)OC